C=1(C2=C(OC1C(=O)O)C=CC1=CC=CC=C12)C(=O)O naphtho[2,1-b]furan-1,2-dicarboxylic acid